C(#N)C1=C(C=C(C=C1)N(C(=O)C1=CC2=C(N=CN2)C(=C1)C)C)OC N-(4-cyano-3-methoxy-phenyl)-N,7-dimethyl-3H-benzimidazole-5-carboxamide